myristamidoethyldiethyl-amine C(CCCCCCCCCCCCC)(=O)NCCN(CC)CC